NC=1C=CC(=NC1)NS(=O)(=O)C=1C=NN(C1)C N-(5-aminopyridin-2-yl)-1-methyl-1H-pyrazole-4-sulfonamide